6-(2,4-dimethoxypyrimidin-5-yl)-3-methyl-4-(4-methylpiperidin-1-yl)pyridazine COC1=NC=C(C(=N1)OC)C1=CC(=C(N=N1)C)N1CCC(CC1)C